N-(5-(2-Bromo-2-(2-(methylthio)pyrimidin-4-yl)acetyl)-4-fluoro-1-methyl-1H-pyrrol-3-yl)-2,6-difluorobenzenesulfonamide BrC(C(=O)C1=C(C(=CN1C)NS(=O)(=O)C1=C(C=CC=C1F)F)F)C1=NC(=NC=C1)SC